(+)-7-[5-([1,1'-biphenyl]-4-ylmethoxy)-3-hydroxy-2-(1-piperidinyl)cyclopentyl]-4-heptenoic acid C1(=CC=C(C=C1)COC1CC(C(C1CCC=CCCC(=O)O)N1CCCCC1)O)C1=CC=CC=C1